(R)-3-[2-[3-(8-aminopyrido[3,4-d]pyrimidin-2-yl)phenyl]ethynyl]-3-hydroxy-1-(trideuteriomethyl)pyrrolidin-2-one NC1=NC=CC2=C1N=C(N=C2)C=2C=C(C=CC2)C#C[C@]2(C(N(CC2)C([2H])([2H])[2H])=O)O